C[Si]1(CCC(CC1)NC1=NC(=NC=C1C1(CC1)C(=O)OCC)SC)C ethyl 1-(4-((1,1-dimethylsilinan-4-yl) amino)-2-(methylthio) pyrimidin-5-yl)cyclopropane-1-carboxylate